NC1=CC=C(C2=CC=CC=C12)O 4-amino-naphthalen-1-ol